C(C)N1C=CC=2C(=NC(=CC21)NC=2SC(=CN2)C)OC2(CN(C2)C(C=C)=O)C 1-(3-((1-ethyl-6-((5-methylthiazol-2-yl)amino)-1H-pyrrolo[3,2-c]pyridin-4-yl)oxy)-3-methylazetidin-1-yl)prop-2-en-1-one